1-(3-hydroxypropyl)-5-(1'-isopropyl-6'-oxo-1',6'-dihydro-[3,3'-bipyridin]-5-yl)indolin-2-one OCCCN1C(CC2=CC(=CC=C12)C=1C=C(C=NC1)C1=CN(C(C=C1)=O)C(C)C)=O